CC1=CC=C(C=C1)S(=O)(=O)C(C(=O)O)C(C)C 2-(4-methylphenylsulfonyl)-3-methylbutanoic acid